FC=1C(=CC2=C(N(C(=N2)OC)C(=O)NCCC2=CC=CC=C2)C1)N1CCOCC1 6-fluoro-2-methoxy-5-morpholino-N-(2-phenylethyl)-1H-benzo[d]Imidazole-1-carboxamide